N(=C=S)CCCCCCCCS(=O)(=O)C 1-Isothiocyanato-8-(methylsulfonyl)-octan